1-amino-4-((tert-butoxycarbonyl)amino)pyridin-1-ium N[N+]1=CC=C(C=C1)NC(=O)OC(C)(C)C